(S)-N-((1R,2R)-1-(2,3-dihydrobenzo[b][1,4]dioxin-6-yl)-1-hydroxy-3-(pyrrolidin-1-yl)propan-2-yl)-1-(6-fluoronaphthalen-2-yl)pyrrolidine-3-carboxamide O1C2=C(OCC1)C=C(C=C2)[C@H]([C@@H](CN2CCCC2)NC(=O)[C@@H]2CN(CC2)C2=CC1=CC=C(C=C1C=C2)F)O